3-hydroxy-5-((4-(4-(trifluoromethyl)phenoxy)tetrahydro-2H-pyran-4-yl)ethynyl)pyridine OC=1C=NC=C(C1)C#CC1(CCOCC1)OC1=CC=C(C=C1)C(F)(F)F